C1CC12CCN(CC2)C2=C(C(=O)O)C=CC=C2 2-(6-azaspiro[2.5]oct-6-yl)benzoic acid